[Er].[Sc].[Al] aluminum scandium erbium